ClC=1C(=CC2=C(NC(=N2)O[C@H]2[C@@H]3[C@H](OC2)[C@@H](CO3)O)C1)C1=CC=C(C=C1)C1=CC=C(C=C1)C(=O)N(C)CCOCCO 4'-(6-chloro-2-(((3R,3aR,6R,6aR)-6-hydroxyhexahydrofuro[3,2-b]furan-3-yl)oxy)-1H-benzo[d]imidazol-5-yl)-N-(2-(2-hydroxyethoxy)ethyl)-N-methyl-[1,1'-biphenyl]-4-carboxamide